4-[[(1S)-2-hydroxy-1-phenyl-ethyl]amino]-N-methyl-2-[(2-methyl-1-oxo-3,4-dihydroisoquinolin-6-yl)amino]pyrimidine-5-carboxamide OC[C@H](C1=CC=CC=C1)NC1=NC(=NC=C1C(=O)NC)NC=1C=C2CCN(C(C2=CC1)=O)C